COC(=O)[C@@]1(N(C(C2=CC(=CC(=C12)Br)F)=O)CC1=CC=C(C=C1)OC)CC=C |r| rac-1-allyl-7-bromo-5-fluoro-2-[(4-methoxyphenyl)methyl]-3-oxo-isoindoline-1-carboxylic acid methyl ester